Sodium styrenesulfonic acid C(=CC1=CC=CC=C1)S(=O)(=O)O.[Na]